2-(((1R)-1-(2-cyano-3-(6-hydroxy-2-azabicyclo[2.2.2]octan-2-yl)-7-meth-ylquinoxalin-5-yl)ethyl)amino)benzoic acid C(#N)C1=NC2=CC(=CC(=C2N=C1N1C2C(CC(C1)CC2)O)[C@@H](C)NC2=C(C(=O)O)C=CC=C2)C